heptamercaptoheptanoic acid SC(C(C(C(C(=O)O)(S)S)(S)S)(S)S)CC